BrC=1C=C2C=C(C(N(C2=CC1OC)C)=O)COC 6-bromo-7-methoxy-3-(methoxymethyl)-1-methylquinolin-2(1H)-one